4-(tert-butyl)-N-(3-fluoro-4-(5-methoxypyridin-3-yl)-5-(2H-tetrazol-5-yl)phenyl)piperidine-1-carboxamide C(C)(C)(C)C1CCN(CC1)C(=O)NC1=CC(=C(C(=C1)C=1N=NNN1)C=1C=NC=C(C1)OC)F